N-(5-(3-methyl-1-(1-oxo-1-((5-(trifluoromethyl)thiazol-2-yl)amino)propan-2-yl)-1H-pyrazol-4-yl)pyridin-2-yl)acrylamide CC1=NN(C=C1C=1C=CC(=NC1)NC(C=C)=O)C(C(NC=1SC(=CN1)C(F)(F)F)=O)C